3-(Chloromethyl)-9H-carbazole ClCC=1C=CC=2NC3=CC=CC=C3C2C1